2,7-dihydroxy-1,8-dimethyl-9,10-anthraquinone OC1=C(C=2C(C3=C(C(=CC=C3C(C2C=C1)=O)O)C)=O)C